7-(2-methylphenyl)-3,4-dihydro-2H-1-benzopyran-4-one CC1=C(C=CC=C1)C1=CC2=C(C(CCO2)=O)C=C1